[Y].C(C)C(C(CC(C(C)(C)C)=O)=O)CCCC.C(C)C(C(CC(C(C)(C)C)=O)=O)CCCC.C(C)C(C(CC(C(C)(C)C)=O)=O)CCCC tris(6-ethyl-2,2-dimethyl-3,5-decanedione) yttrium